FC=1C(=C(C=CC1F)[C@@H]([C@H](C(=O)OCC)O)O)OC ethyl (2R,3S)-3-(3,4-difluoro-2-methoxyphenyl)-2,3-dihydroxypropanoate